ClC=1C=C2C(NC(=NC2=CC1)C[NH+]1CC2=CC=CC=C2CC1)=O 6-chloro-2-(1,2,3,4-tetrahydroisoquinolin-2-ium-2-ylmethyl)-3H-quinazolin-4-one